ethyl P-((5-(5-(chlorodifluoromethyl)-1,2,4-oxadiazol-3-yl)pyridin-2-yl)methyl)-N-(2,6-dichlorophenyl)phosphonamidate ClC(C1=NC(=NO1)C=1C=CC(=NC1)CP(OCC)(=O)NC1=C(C=CC=C1Cl)Cl)(F)F